FC1=CC=C(C(=O)NC(C)C=2N=C3CCCN(C3=CC2)C(=O)OC2CC2)C=C1 cyclopropyl 6-(1-(4-fluorobenzamido)ethyl)-3,4-dihydro-1,5-naphthyridine-1(2H)-carboxylate